5-(3-chloropropyl)-1-methyl-1H-pyrazol-4-amine ClCCCC1=C(C=NN1C)N